COC1CCC(CC1)CNC1C(CCC1)OC=1C=C2CN(C(C2=CC1)=O)C1C(NC(CC1)=O)=O 3-(5-((2-(((4-methoxycyclohexyl)methyl)amino)cyclopentyl)oxy)-1-oxoisoindolin-2-yl)piperidine-2,6-dione